C1(CC1)COC1=C(C=CC(=N1)C(=O)N[C@@H](CC(C)C)C(=O)OCCF)N1CCCC1 2-Fluoroethyl N-[6-(cyclopropylmethoxy)-5-(pyrrolidin-1-yl) pyridine-2-carbonyl]-L-leucinate